N-(2,4-dibromo-6-methoxy-phenyl)thioacetamide BrC1=C(C(=CC(=C1)Br)OC)NC(C)=S